IC=1C2=C(C(=NC1C=1C=NN(C1)COCC[Si](C)(C)C)O)C=CS2 7-iodo-6-(1-((2-(trimethylsilyl)ethoxy)methyl)-1H-pyrazol-4-yl)thieno[3,2-c]pyridin-4-ol